COC(=O)C=1C=C2C(=CNC2=CC1)CCC1N(CCC2=CC(=C(C=C12)OCC)OC)C(=O)N1CCOCC1 Methyl-3-(2-(7-ethoxy-6-methoxy-2-(morpholine-4-carbonyl)-1,2,3,4-tetrahydroisoquinolin-1-yl)ethyl)-1H-indole-5-carboxylate